C1(CC1)S(=O)(=O)N1N=CC(=C1)C1=NC=CC(=N1)NC1=NC=C(C(=C1)N1CC(CCC1)O)C#CC=1C=NC(=CC1)N1CCOCC1 1-(2-((2-(1-(cyclopropylsulfonyl)-1H-pyrazol-4-yl)pyrimidin-4-yl)amino)-5-((6-morpholinopyridin-3-yl)ethynyl)pyridin-4-yl)piperidin-3-ol